ClC1=CC=C(S1)CNC1=CC(=NN1C(=O)C1(CCOCC1)C)C1(NCCC1)C N-[(5-Chlorothiophen-2-yl)methyl]-1-(4-methyloxan-4-carbonyl)-3-(2-methylpyrrolidin-2-yl)-1H-pyrazol-5-amin